N-ETHYL-2-(2-FORMYL-4-METHOXYPHENOXY)PROPANAMIDE C(C)NC(C(C)OC1=C(C=C(C=C1)OC)C=O)=O